2-(1-(4-methoxypyridin-2-yl)ethyl)-5-(1-methyl-3-(trifluoromethyl)-1H-pyrazol-4-yl)-3,4-dihydroisoquinolin-1(2H)-one COC1=CC(=NC=C1)C(C)N1C(C2=CC=CC(=C2CC1)C=1C(=NN(C1)C)C(F)(F)F)=O